COC(=O)C1=C(C(NC(N1)=O)=O)N=COCC 5-(ethoxymethyleneamino)-2,4-diketo-1H-pyrimidine-6-carboxylic acid methyl ester